FC(C1=NC=C(C(=C1)C1=C(C=NC(=C1)C)C(=O)O)OC)F 2'-(difluoromethyl)-5'-methoxy-6-methyl-(4,4'-bipyridine)-3-carboxylic Acid